(S)-N-(piperidin-3-ylmethyl)methanesulfonamide N1C[C@H](CCC1)CNS(=O)(=O)C